FC=1C(=CC2=CN(N=C2C1)C1CCC(CC1)C=O)NC(=O)C1=NC(=CC=C1)C(F)(F)F N-(6-fluoro-2-((1r,4r)-4-formylcyclohexyl)-2H-indazol-5-yl)-6-(trifluoromethyl)pyridineformylAmine